NC=1C=C(C=C(C1)C(F)(F)F)[C@@H](C)NC1=NC(=NC2=CC3=C(C=C12)N(C([C@@H](O3)C)=O)C)C (S)-4-(((R)-1-(3-amino-5-(trifluoromethyl)phenyl)ethyl)amino)-2,6,8-trimethyl-6H-[1,4]oxazino[3,2-g]quinazolin-7(8H)-one